6-methyl-2-{[4-(4-methylpiperazin-1-yl)phenyl]amino}-8-[(1-methylpyrazol-4-yl)methyl]-5-[2-(triisopropylsilyl)ethynyl]pyrido[2,3-d]pyrimidin-7-one CC1=C(C2=C(N=C(N=C2)NC2=CC=C(C=C2)N2CCN(CC2)C)N(C1=O)CC=1C=NN(C1)C)C#C[Si](C(C)C)(C(C)C)C(C)C